N-(5-ethynyl-2-fluoro-phenyl)-6-[(3S)-pyrrolidin-3-yl]quinazolin-4-amine C(#C)C=1C=CC(=C(C1)NC1=NC=NC2=CC=C(C=C12)[C@H]1CNCC1)F